3,5-bis(9H-carbazol-9-yl)aniline C1=CC=CC=2C3=CC=CC=C3N(C12)C=1C=C(N)C=C(C1)N1C2=CC=CC=C2C=2C=CC=CC12